N-(4-([1,4'-bipiperidin]-1'-ylmethyl)phenyl)-4-((4-chloro-2-fluorophenyl)amino)-3-methylbenzamide N1(CCCCC1)C1CCN(CC1)CC1=CC=C(C=C1)NC(C1=CC(=C(C=C1)NC1=C(C=C(C=C1)Cl)F)C)=O